2-methyl-1,3-diaminopropane CC(CN)CN